COC(C)(C)C1=NC=2C(=NC=CC2C2CCN(CC2)C(=O)C2=CC=C(C=C2)OC(F)(F)F)N1 [4-[2-(1-methoxy-1-methyl-ethyl)-3H-imidazo[4,5-b]pyridin-7-yl]-1-piperidyl]-[4-(trifluoromethoxy)phenyl]methanone